(S)-quinuclidin-3-yl((R)-7-fluoro-6-(4-isopropoxyphenyl)-2,2-dimethyl-1,2,3,4-tetrahydronaphthalen-1-yl)carbamate N12C[C@H](C(CC1)CC2)OC(N[C@@H]2C(CCC1=CC(=C(C=C21)F)C2=CC=C(C=C2)OC(C)C)(C)C)=O